NC1=NC(=C(C(=N1)N)C1=CC(=C(C=C1)NCC1=CC(=C(C=C1)Cl)Cl)[N+](=O)[O-])CC 2,4-diamino-5-(4-(3,4-dichlorobenzylamino)-3-nitrophenyl)-6-ethylpyrimidine